CN1C(=NC2=C1C=C(C(=C2)[N+](=O)[O-])C2=CC(=NC=C2)C)C 1,2-dimethyl-6-(2-methyl-4-pyridyl)-5-nitro-benzimidazole